isopropylidenebis(2,6-dimethylphenol) C(C)(C)(C=1C(=C(C(=CC1)C)O)C)C=1C(=C(C(=CC1)C)O)C